O1C(=CC=C1)CC1C[C@H](NC1)C(=O)O gamma-(2-furanyl-methyl)-proline